ClC=1C=C2C(=NC1OC)C(=C(N2C)C2=NC=NN2)N2C=NC=C2 6-chloro-3-(1H-imidazol-1-yl)-5-methoxy-1-methyl-2-(1H-1,2,4-triazol-5-yl)-1H-pyrrolo[3,2-b]pyridine